NC1=CC(=NN1C)C1=C(C=C(C=N1)NC(=O)C=1C=NN(C1C(F)(F)F)C1=C2C=CNC(C2=CC=C1)=O)Cl N-(6-(5-Amino-1-methyl-1H-pyrazol-3-yl)-5-chloropyridin-3-yl)-1-(1-oxo-1,2-dihydroisochinolin-5-yl)-5-(trifluoromethyl)-1H-pyrazol-4-carboxamid